4-(5-bromo-1-(4-cyclopropylbutyl)-3-(nicotinamido)-1H-pyrazolo[3,4-b]pyridin-6-yl)phenyl (2-(dimethylamino)ethyl)carbamate CN(CCNC(OC1=CC=C(C=C1)C1=C(C=C2C(=N1)N(N=C2NC(C2=CN=CC=C2)=O)CCCCC2CC2)Br)=O)C